CC(CC)N(C(=O)NC=1C=C2C(=CNC2=CC1)C1CCN(CC1)CCCC)C1=CC=CC=C1 N-(2-butyl)phenyl-N'-(3-(1-butylpiperidin-4-yl)-1H-indol-5-yl)urea